[Ag].C12(C(=O)CC(CC1)C2(C)C)CS(=O)(=O)O camphorsulfonic acid silver